CC1=C(C=C(C=C1)C(C)C)O The molecule is a phenol that is a natural monoterpene derivative of cymene. An inhibitor of bacterial growth, it is used as a food additive. Potent activator of the human ion channels transient receptor potential V3 (TRPV3) and A1 (TRPA1). It has a role as a volatile oil component, a flavouring agent, an antimicrobial agent, an agrochemical and a TRPA1 channel agonist. It is a member of phenols, a p-menthane monoterpenoid and a botanical anti-fungal agent. It derives from a hydride of a p-cymene.